[Si](C1=CC=CC=C1)(C1=CC=CC=C1)(C(C)(C)C)OCC1CC(N(CC1)C1=NN(C(=C1)C)C1CC2(CN(C2)C(=O)OC(C)(C)C)C1)(C)C Tert-butyl 6-(3-(4-(((tert-butyldiphenylsilyl)oxy)methyl)-2,2-dimethylpiperidin-1-yl)-5-methyl-1H-pyrazol-1-yl)-2-azaspiro[3.3]heptane-2-carboxylate